OC(CCCCCCCCCCCCCCCC(=O)O)CCC(CCCCCCCCCC)O 17,20-Dihydroxytriacontanoic acid